2-[4-[(E)-3-(3-Hydroxyphenyl)prop-2-enoyl]phenoxy]-N-methylacetamide OC=1C=C(C=CC1)/C=C/C(=O)C1=CC=C(OCC(=O)NC)C=C1